N-(6-bromo-7-chloroisoquinolin-3-yl)-6-oxaspiro[2.5]Octane-1-carboxamide BrC=1C=C2C=C(N=CC2=CC1Cl)NC(=O)C1CC12CCOCC2